FC1(CCC(CC1)NC(N(C)C)=O)CCN1CCN(CC1)C1=C(C=CC=C1)OC 3-(Cis-4-fluoro-4-(2-(4-(2-methoxyphenyl)piperazin-1-yl)ethyl)cyclohexyl)-1,1-dimethylurea